NC1=NN2C(C=C(C=C2)C=2C=NC(=C(C(=O)NCC3=C(C=CC(=C3)F)C3=NN(C=C3)C)C2)C)=N1 5-(2-amino-[1,2,4]triazolo[1,5-a]pyridin-7-yl)-N-(5-fluoro-2-(1-methyl-1H-pyrazol-3-yl)benzyl)-2-methylnicotinamide